CC1(C=C1)C 3,3-dimethylcyclopropene